5-oxaspiro[2.4]heptan-4-one C1CC12C(OCC2)=O